4-ChloroBenzotrifluoride ClC1=CC=C(C=C1)C(F)(F)F